N-isopentylhexane-1,6-diamine C(CC(C)C)NCCCCCCN